N,N-dihexyl-4-((trimethylsilyl)ethynyl)aniline C(CCCCC)N(C1=CC=C(C=C1)C#C[Si](C)(C)C)CCCCCC